2,3-dihydro-5-methoxy-1,1-dioxo-1,2-benzisothiazole COC=1C=CC2=C(CNS2(=O)=O)C1